N-((6S,7S)-5-((R)-oxetane-2-carbonyl)-6-((2,3',5'-trifluoro-[1,1'-biphenyl]-3-yl)methyl)-5-azaspiro[2.4]heptan-7-yl)ethanesulfonamide O1[C@H](CC1)C(=O)N1CC2(CC2)[C@@H]([C@@H]1CC=1C(=C(C=CC1)C1=CC(=CC(=C1)F)F)F)NS(=O)(=O)CC